C(C(=O)O)(=O)O.C(C1=CC=CC=C1)(=O)C=1C(=NC=CC1)C(=O)O benzoylpicolinic acid oxalate